CC=1C(C(=CCC1)C)C(=O)OCOC methoxymethyl 2,6-dimethylcyclohexa-2,5-diene-1-carboxylate